CN(C)C=NS(=O)(=O)C=1C=C(C=CC1B1OC(C(O1)(C)C)(C)C)CC(=O)N [3-{[(dimethylamino)methylidene]Sulfamoyl}-4-(4,4,5,5-tetramethyl-1,3,2-dioxaborolan-2-yl)phenyl]Acetamide